CS(=O)(=O)OC[C@@H]1CN(C(O1)=O)C1=NC2=C(SCC(N2)=O)N=C1 (S)-(2-oxo-3-(3-oxo-3,4-dihydro-2H-pyrazino[2,3-b][1,4]thiazin-6-yl)oxazolidin-5-yl)methyl methanesulfonate